(3S)-3-(5-{[(3S,4S)-1-{[8-fluoro-2-(2-oxopyrrolidin-1-yl)quinolin-6-yl]methyl}-4-(methoxymethyl)pyrrolidin-3-yl]oxy}-1-oxo-2,3-dihydro-1H-isoindol-2-yl)piperidine-2,6-dione FC=1C=C(C=C2C=CC(=NC12)N1C(CCC1)=O)CN1C[C@H]([C@@H](C1)COC)OC=1C=C2CN(C(C2=CC1)=O)[C@@H]1C(NC(CC1)=O)=O